(12R)-13-ethyl-12,17-dimethyl-16-(3,3,3-trifluoropropyl)-12,13,15,16,17,18,19,20-octahydro-14H-6,22-(azeno)-11,7-(metheno)imidazo[2,1-c][1,4,13,15]oxatriazacycloicosin-14-one C(C)N1[C@@H](C=2C=CC=C(C3=CN4C(C(OCCCC(C(NC1=O)CCC(F)(F)F)C)=N3)=NC=C4)C2)C